2-(4-chloropyridin-2-yl)-N-(2,2,2-trifluoroethyl)-5H,6H,7H-cyclopenta[d]pyrimidin-4-amine ClC1=CC(=NC=C1)C=1N=C(C2=C(N1)CCC2)NCC(F)(F)F